BrC=1C=C(C=C(C1)C=C)C1(CC(C1)CC#N)C1=NN=CN1C 2-(3-(3-bromo-5-vinylphenyl)-3-(4-methyl-4H-1,2,4-triazol-3-yl)cyclobutyl)acetonitrile